(S)-2-((R)-4,4-difluoro-3-(5-oxo-4,5-dihydropyrazin-2-yl)piperidin-1-yl)-N-(6,7-dihydro-[1,4]dioxino[2',3':4,5]benzo[1,2-d]thiazol-2-yl)propanamide FC1([C@H](CN(CC1)[C@H](C(=O)NC=1SC2=C(N1)C=C1C(=C2)OCCO1)C)C=1N=CC(NC1)=O)F